C(C)(CC)C1=CNC=C1C(C)CC 3,4-di-sec-butylpyrrole